ClC=1C=C(C=C(C1)CNCCCCOCCNC1=C2C=NNC2=CC(=C1)C=1C=NOC1)CO (3-chloro-5-(((4-(2-((6-(isoxazol-4-yl)-1H-indazol-4-yl)amino)ethoxy)butyl)amino)methyl)phenyl)methanol